N-(3-(5-chloro-2-methoxyphenyl)-1-(2-morpholino-2-oxoethyl)-1H-pyrazol-4-yl)pyrazolo[1,5-a]pyrimidine-3-carboxamide ClC=1C=CC(=C(C1)C1=NN(C=C1NC(=O)C=1C=NN2C1N=CC=C2)CC(=O)N2CCOCC2)OC